CC(C)(C)[S@@](=O)N[C@@H]1C2=C(N=CS2)CC12CCNCC2 (R)-2-methyl-N-[(6S)-spiro[4,6-dihydrocyclopenta[d]thiazol-5,4'-piperidin]-6-yl]propan-2-sulfinamide